FC1=C(C=C2C=NNC2=C1C(=O)OC)[N+](=O)[O-] methyl 6-fluoro-5-nitro-1H-indazole-7-carboxylate